[O-]S(=O)(=O)C(F)(F)F.BrC1=C(C=CC=C1)C(C1=CN(C2=CC=CC=C12)C)[P+](C1=CC=CC=C1)(C1=CC=CC=C1)C1=CC=CC=C1 ((2-bromophenyl)(1-methyl-1H-indol-3-yl)methyl)triphenylphosphonium triflate